tert-butyl (1-(5-(2-fluoro-3-nitrophenyl)-2-(oxetan-3-yl)-2H-1,2,3-triazol-4-yl)ethyl)(methyl)carbamate FC1=C(C=CC=C1[N+](=O)[O-])C=1C(=NN(N1)C1COC1)C(C)N(C(OC(C)(C)C)=O)C